1-[3-(3-fluoro-4-methoxy-phenyl)-1-bicyclo[1.1.1]pentanyl]-N,N-dimethyl-methanamine FC=1C=C(C=CC1OC)C12CC(C1)(C2)CN(C)C